1'-{2-[1-(3-hydroxy-3-methylcyclobutyl)-7-(trifluoromethyl)-1H-1,3-benzimidazol-5-yloxy]ethyl}-1H,2H-spiro[2λ6,1-benzisothiazole-3,4'-piperidine]-2,2-dione OC1(CC(C1)N1C=NC2=C1C(=CC(=C2)OCCN2CCC1(CC2)S(NC2=C1C=CC=C2)(=O)=O)C(F)(F)F)C